pentanediamine bicarbonate C(O)(O)=O.C(CCCC)(N)N